(1H-imidazole-4-yl)-acetaldehyde N1C=NC(=C1)CC=O